N-(4-([1,2,4]triazolo[1,5-a]pyridin-7-yloxy)-2-fluoro-3-methylphenyl)-6-(azepan-4-yl)pyrido[3,2-d]pyrimidin-4-amine N=1C=NN2C1C=C(C=C2)OC2=C(C(=C(C=C2)NC=2C1=C(N=CN2)C=CC(=N1)C1CCNCCC1)F)C